O1C(=CC=C1)CC1=CC(=NC(=N1)S(=O)(=O)C)N1N=NC2=C1C=CC(=C2)OC 1-[6-(furan-2-ylmethyl)-2-methanesulfonylpyrimidin-4-yl]-5-methoxy-1,2,3-benzotriazole